C(C)OCC(CC1=CNC2=CC=CC=C12)NC(=O)C1=CC2=C(S1)C=C(C=C2)N2CCN(CC2)C N-(1-ethoxy-3-(1H-indol-3-yl)propan-2-yl)-6-(4-methylpiperazin-1-yl)benzo[b]thiophene-2-carboxamide